methyl-(E)-(3-(4-butoxy-3-methoxyphenyl)acryloyl)-L-leucine CN([C@@H](CC(C)C)C(=O)O)C(\C=C\C1=CC(=C(C=C1)OCCCC)OC)=O